C(CCCCC(=O)OCOC(=O)N1C=C(C2=CC=CC=C12)CCN(C)C)(=O)OC(C)(C)C tert-Butyl (((3-(2-(dimethyl-amino)ethyl)-1H-indole-1-carbonyl)oxy)methyl) adipate